C(C)(C)(C)OC(=O)NC(CC(=O)OC)C1=NC(=NO1)C1=CC(=CC=C1)F methyl 3-(tert-butoxycarbonylamino)-3-[3-(3-fluorophenyl)-1,2,4-oxadiazol-5-yl]propanoate